FC(C)(F)C1=NC(=C(C(=N1)N1CC2(C=3C=NC(=CC31)NC(C)=O)CC2)F)C N-(1'-(2-(1,1-difluoroethyl)-5-fluoro-6-methylpyrimidin-4-yl)-1',2'-dihydrospiro[cyclopropane-1,3'-pyrrolo[3,2-c]pyridin]-6'-yl)acetamide